C(C1=CC=CC=C1)N1CCN(C2=CC=CC=C12)C1=CC=C(C=C1)Cl 1-benzyl-4-(4-chlorophenyl)-1,2,3,4-tetrahydroquinoxaline